2-[[2-(2,6-dioxo-3-piperidinyl)-2,3-dihydro-1,3-dioxo-1H-isoindol-4-yl]oxy]acetic acid O=C1NC(CCC1N1C(C2=CC=CC(=C2C1=O)OCC(=O)O)=O)=O